(1R,2R)-2-(((2-(4'-fluoro-2'-(4-methyl-4H-1,2,4-triazol-3-yl)-[1,1'-biphenyl]-3-yl)-7-(trifluoromethyl)-1H-benzo[d]imidazol-5-yl)methyl)amino)cyclopentan-1-ol FC1=CC(=C(C=C1)C1=CC(=CC=C1)C1=NC2=C(N1)C(=CC(=C2)CN[C@H]2[C@@H](CCC2)O)C(F)(F)F)C2=NN=CN2C